C(C1=CC=CC=C1)C(C(=O)C1=CC=C(C=C1)N1CCOCC1)(CC)N(C)C 2-benzyl-2-(dimethylamino)-1-(4-morpholinophenyl)butane-1-one